C(C=C)(=O)N1CCN(CC1)[C@H]1C=2C(NCC1)=C(N(N2)C2=CC=C(C=C2)OC2=CC(=CC=C2)C(F)(F)F)C(=O)N (7R)-7-[4-(prop-2-enoyl)piperazin-1-yl]-2-{4-[3-(trifluoromethyl)phenoxy]phenyl}-4,5,6,7-tetrahydro-2H-pyrazolo[4,3-b]pyridine-3-carboxamide